ClC=1C=CC2=C(N=C(O2)C2CC3(CC(C3)NC(=O)C=3OC(=CC3)CS(=O)(=O)N)C2)C1 N-[6-(5-chloro-1,3-benzoxazol-2-yl)spiro[3.3]heptane-2-yl]-5-(aminosulfonylmethyl)furan-2-carboxamide